(5S)-N-[7-(3,6-dihydro-2H-pyran-4-yl)-4-methoxy-thiazolo[4,5-c]pyridin-2-yl]-7-oxa-2-azaspiro[4.5]decane-2-carboxamide O1CCC(=CC1)C=1C2=C(C(=NC1)OC)N=C(S2)NC(=O)N2C[C@]1(CC2)COCCC1